C1(CC1)N1C=C2C(=NN(C(C2=C(C1=O)OCC)=O)C)N[C@H](C)C1=C(C(=CC=C1)C(F)(F)F)C (R)-6-cyclopropyl-8-ethoxy-2-methyl-4-((1-(2-methyl-3-(trifluoromethyl)phenyl)ethyl)amino)-2,6-dihydropyrido[3,4-d]pyridazine-1,7-dione